3-(Cyclopropylmethyl)-6-fluoro-2-thioxo-2,3-dihydroquinazolin C1(CC1)CN1C(N=C2C=CC(=CC2=C1)F)=S